Cl.ClC=1C=C2C3=C(NC2=CC1)[C@H](NCC3)C[C@@H](CO)O (S)-3-((R)-6-chloro-2,3,4,9-tetrahydro-1H-pyrido[3,4-b]indol-1-yl)propane-1,2-diol hydrochloride salt